FC(C(F)F)(OCCOC(C(F)F)(F)F)F 1,2-bis(1,1,2,2-tetrafluoroethoxy)ethane